[14C](CC(O)(C(=O)O)CC(=O)O)(=O)O [14C]-citric acid